Cl.BrC1=CNC(C2=C1N=C(N=C2NC2=CC=C(C=C2)OC2=CC=CC=C2)NC2CCN(CC2)C)=O 8-bromo-2-(1-methylpiperidin-4-ylamino)-4-(4-phenoxyphenylamino)pyrido[4,3-d]pyrimidin-5(6H)-one Hydrochlorid